N-(1-(3,3-difluorocyclobutyl)-6-oxo-1,6-dihydropyridazin-3-yl)-2-((1S,6R)-6-(difluoromethyl)-3-azabicyclo[4.1.0]heptan-3-yl)-4-((2-hydroxyethyl)sulfonamido)benzamide FC1(CC(C1)N1N=C(C=CC1=O)NC(C1=C(C=C(C=C1)NS(=O)(=O)CCO)N1C[C@H]2C[C@]2(CC1)C(F)F)=O)F